COC=1C=C2C3(C(N(C2=CC1)C(=O)[O-])=O)CC3 5'-methoxy-2'-oxospiro[cyclopropane-1,3'-indoline]-1'-carboxylate